5-(4-fluoro-2-(2-isopropyl-1H-imidazol-1-yl)phenoxy)-2-thioxo-2,3-dihydropyrimidin-4(1H)-one FC1=CC(=C(OC=2C(NC(NC2)=S)=O)C=C1)N1C(=NC=C1)C(C)C